ClC=1C=C2C=C(NC2=CC1OCC=1N=CSC1)CNC(=O)[C@H]1[C@@H](C1)F (1S,2R)-N-((5-chloro-6-(thiazol-4-ylmethoxy)-1H-indol-2-yl)methyl)-2-fluorocyclopropane-1-carboxamide